COC(=O)C1=CC=C2CCNC(C2=C1Br)C 8-Bromo-1-methyl-1,2,3,4-tetrahydroisoquinoline-7-carboxylic acid methyl ester